NCC1CCC(CC1)COC1=NC(=NC=C1)NC1=CC=C(C=C1)N1CCOCC1 4-(((1R,4R)-4-(aminomethyl)cyclohexyl)methoxy)-N-(4-morpholinophenyl)pyrimidin-2-amine